NC1=C(C=C(C(=O)NC=2C(N(C=CC2)C(C(=O)NN)C(C)C)=O)C=C1)Cl 4-amino-3-chloro-N-(1-(1-hydrazineyl-3-methyl-1-oxobutan-2-yl)-2-oxo-1,2-dihydropyridin-3-yl)benzamide